C(#N)C1=C(C=CC(=C1)F)[C@@H]([C@H](C)C=1N(C(C(=C(N1)C(=O)NC=1C=NOC1)O)=O)C)C1=CC=CC=C1 2-((1s,2s)-1-(2-cyano-4-fluorophenyl)-1-phenylpropan-2-yl)-5-hydroxy-N-(isoxazol-4-yl)-1-methyl-6-oxo-1,6-dihydropyrimidine-4-carboxamide